Propyl [3-(dimethylamino)propyl]carbamate CN(CCCNC(OCCC)=O)C